OC1CCN(CC1)C1=NC=CC(=C1)C1=CC=NC=C1 (4-hydroxypiperidin-1-yl)-[4,4'-bipyridyl]